C(C(=C)C)(=O)OCC(C)OC(C=C)=O 2-(acryloyloxy)-propyl methacrylate